NC1=C2C(=NC=C1C=O)N(C=C2)CC(=O)N2C1CC1CC2C(=O)NC2=NC(=CC=C2)Br 2-(2-(4-amino-5-formyl-1H-pyrrolo[2,3-b]pyridin-1-yl)acetyl)-N-(6-bromopyridin-2-yl)-2-azabicyclo[3.1.0]hexane-3-carboxamide